FC(C=1C=C2C(=NC1)N(C=N2)CC2=CC1=C(O[C@@H](CO1)C=1C=NC(=CC1)OC)C(=C2)OC)F |r| racemic-6-(difluoromethyl)-3-((8-methoxy-2-(6-methoxypyridin-3-yl)-2,3-dihydrobenzo[b][1,4]dioxin-6-yl)methyl)-3H-imidazo[4,5-b]pyridine